N1C=NC(=C1)C1=CC=C(O1)C1=NC(=NC=C1C=1N=COC1)Cl 4-(5-(1H-imidazol-4-yl)furan-2-yl-2-chloropyrimidin-5-yl)oxazole